C(C)(C)(C)OC(=O)N1[C@@H](COCC1)C1=C(C=CC=C1)C=O (R)-3-(2-formylphenyl)morpholine-4-carboxylic acid tert-butyl ester